OC1[C@@H]2[C@]3(CCC(C=C3CC[C@H]2[C@@H]2CC[C@H](C(CO)=O)[C@]2(C1)C)=O)C 11,21-dihydroxypregn-4-ene-3,20-dione